FC(C(=O)O)(F)F.ClC=1C=C(C=CC1Cl)N1CCC(CC1)SC=1N=NNC1C(=O)O 4-((1-(3,4-dichlorophenyl)piperidin-4-yl)thio)-1H-1,2,3-triazole-5-carboxylic acid 2,2,2-trifluoroacetate